(2S,4R)-1-tert-Butoxycarbonyl-4-[tert-butyl-(dimethyl)silyl]oxy-2-methyl-pyrrolidine-2-carboxylic acid C(C)(C)(C)OC(=O)N1[C@@](C[C@H](C1)O[Si](C)(C)C(C)(C)C)(C(=O)O)C